tert-butyl 3-methyl-6-((R)-3-methyl-1,2,3,4,4a,5-hexahydrobenzo[b]pyrazino[1,2-d][1,4]oxazin-8-yl)-3,4-dihydropyridine-1(2H)-carboxylate CC1CN(C(=CC1)C=1C=CC2=C(OC[C@@H]3N2CCN(C3)C)C1)C(=O)OC(C)(C)C